N-[4-chloro-2-methyl-6-(methylcarbamoyl)phenyl]-2-cyclopropyl-5-(trifluoromethyl)pyrazole-3-carboxamide ClC1=CC(=C(C(=C1)C(NC)=O)NC(=O)C=1N(N=C(C1)C(F)(F)F)C1CC1)C